OCCC1N(CCN(C1)C(=O)OCC1=CC=CC=C1)C(=O)OCC1=CC=CC=C1 Dibenzyl 2-(2-hydroxyethyl)piperazine-1,4-dicarboxylate